3-(4-(azetidin-3-ylamino)-2,6-difluorophenyl)piperidine-2,6-dione N1CC(C1)NC1=CC(=C(C(=C1)F)C1C(NC(CC1)=O)=O)F